[F-].C(#C)B(F)F.[K+] potassium ethynyldifluoroborane fluoride